7'-(trifluoromethyl)spiro[adamantane-2,4'-chromeno[4,3-d]thiazol]-2'-amine FC(C=1C=CC2=C(C1)OC1(C3=C2N=C(S3)N)C3CC2CC(CC1C2)C3)(F)F